OC(CC(C(=O)OC(COC(CCCCC)=O)CO)CCCC)CO glycerol monocaproate (2,3-dihydroxypropylhexanoate)